silicon oxide tetrafluoride [F-].[F-].[F-].[F-].[Si+4]=O